S1N=NC2=C1C(=CC=C2)[S-] benzothiadiazole-7-thiolate